2-Chloro-N-(4'-(5-phenyl-1,3,4-thiadiazol-2-yl)-[1,1'-biphenyl]-2-yl)nicotinamide ClC1=C(C(=O)NC2=C(C=CC=C2)C2=CC=C(C=C2)C=2SC(=NN2)C2=CC=CC=C2)C=CC=N1